5-bromo-2-[[(3S)-4,4-difluoro-1-(isoquinoline-4-carbonyl)pyrrolidin-3-yl]amino]-3-nitro-benzoic acid BrC=1C=C(C(=C(C(=O)O)C1)N[C@H]1CN(CC1(F)F)C(=O)C1=CN=CC2=CC=CC=C12)[N+](=O)[O-]